2-piperidin-1-yl-ethanesulfonic acid (4-{6-amino-5-[1-(2,6-dichloro-3-fluoro-phenyl)-ethoxy]-pyridin-3-yl}-phenyl)-amide NC1=C(C=C(C=N1)C1=CC=C(C=C1)NS(=O)(=O)CCN1CCCCC1)OC(C)C1=C(C(=CC=C1Cl)F)Cl